ClC1=CC(=NC(=C1)NC1=CC(=CC=C1)OC)C(=O)NC1CC2=CC=CC=C2C1 4-chloro-N-(2,3-dihydro-1H-inden-2-yl)-6-((3-methoxyphenyl)amino)picolinamide